C(#C)C1=CC=C(C=C1)C1(CC1)NC(=O)[C@H]1N(C[C@@H](C1)O)C([C@H](C(C)(C)C)NC(OC1=CC=CC=C1)=O)=O Phenyl ((S)-1-((2S,4R)-2-((1-(4-ethynylphenyl)cyclopropyl)carbamoyl)-4-hydroxypyrrolidin-1-yl)-3,3-dimethyl-1-oxobutan-2-yl)carbamate